N,2'-dimethyl-4-((3-methyl-2,4-dioxo-1,2,3,4-tetrahydrothieno[3,2-d]pyrimidin-6-yl)methyl)-3,6-dihydro-2H-[1,3'-bipyridine]-6'-carboxamide CNC(=O)C1=CC=C(C(=N1)C)N1CCC(=CC1)CC1=CC=2NC(N(C(C2S1)=O)C)=O